FC=1C=C(C=CC1)C1=NN=C2N1C1=CC=CC=C1C(=N2)NC (3-fluorophenyl)-N-methyl-[1,2,4]triazolo[4,3-a]quinazolin-5-amine